(1R,5S)-8-(tert-butoxy(carbonyl)-3,8-diazabicyclo[3.2.1]oct-3-yl)-8-fluoro-2-(2,2,2-trifluoroethoxy)quinazoline C(C)(C)(C)OC(=O)[C@]12CN(C[C@H](CC1)N2)C2(CC=CC=1C=NC(=NC21)OCC(F)(F)F)F